C(C)OC(CC1=C(C=CC(=C1)Br)OC1=CC(=CC=C1)C(F)(F)F)=O (5-bromo-2-{[3-(trifluoromethyl)phenyl]oxy}phenyl)ethanoic acid ethyl ester